OC=1C(=NC(=C(C1C)C=1C=NN(C1)C1=CC=CC=C1)C)C(=O)NCC(=O)OCC ethyl (3-hydroxy-4,6-dimethyl-5-(1-phenyl-1H-pyrazol-4-yl)picolinoyl)glycinate